C(#N)C=1C=CC(=C(C(=O)OCC[Si](C)(C)C)C1)[N+](=O)[O-] 2-(trimethylsilyl)ethyl 5-cyano-2-nitrobenzoate